COC1=CC=C(C=2SC(=CC21)C(=O)N(CCC2OC2)CC2=CC=NN2C)C2=CN(C(C=C2)=O)C 4-methoxy-N-((1-methyl-1H-pyrazol-5-yl)methyl)-7-(1-methyl-6-oxo-1,6-dihydropyridin-3-yl)-N-(2-(oxiran-2-yl)ethyl)benzo[b]thiophene-2-carboxamide